3-[2-[2-(2-azidoethoxy)ethoxy]ethoxy]-2-[2-[2-(2-azidoethoxy)ethoxy]ethoxymethyl]propane N(=[N+]=[N-])CCOCCOCCOCC(C)COCCOCCOCCN=[N+]=[N-]